Cl.ClC=1C=C2CCN([C@H](C2=C(C1)Cl)C)C(=O)[C@H]1CNC[C@H](O1)C ((S)-6,8-dichloro-1-methyl-3,4-dihydroisoquinolin-2(1H)-yl)((2R,6R)-6-methylmorpholin-2-yl)methanone hydrochloride salt